C(#N)[C@H]1N(CC(C1)(F)F)C(CNC(=O)C1=CC=NC2=CC=C(C=C12)OCCCCN)=O (S)-N-(2-(2-cyano-4,4-difluoropyrrolidin-1-yl)-2-oxoethyl)-6-(4-aminobutyloxy)-quinoline-4-carboxamide